ClC1=CC=C(C=C1)CNC(=O)C=1C(=NC(=CC1C)N1[C@@H](COCC1)C)C1CC1 N-[(4-Chlorophenyl)-methyl]-2-cyclopropyl-4-methyl-6-[(3R)-3-methyl-morpholin-4-yl]-pyridine-3-carboxylic acid amide